N1(CCCC1)CCCC(=O)Cl 4-pyrrolidin-1-yl-butyryl chloride